4-(3-fluorobenzyl)-N-((3S)-5-methyl-7-((1-methyl-5-oxopyrrolidin-2-yl)methoxy)-4-oxo-2,3,4,5-tetrahydrobenzo[b][1,4]oxazepin-3-yl)-1H-pyrazole-1-carboxamide FC=1C=C(CC=2C=NN(C2)C(=O)N[C@@H]2C(N(C3=C(OC2)C=CC(=C3)OCC3N(C(CC3)=O)C)C)=O)C=CC1